C(C)(C)(C)OC(=O)N1[C@@H](CN([C@H](C1)CCO)C=1C=2C(N(C(C1)=O)C)=CN(N2)C2OCCCC2)C (2R,5S)-5-(2-hydroxyethyl)-2-methyl-4-(4-methyl-5-oxo-2-(tetrahydro-2H-pyran-2-yl)-4,5-dihydro-2H-pyrazolo[4,3-b]Pyridin-7-yl)piperazine-1-carboxylic acid tert-butyl ester